FC(OC=1C=CC(=C(C1)O)C1=C(N=C(N=N1)N[C@H]1[C@@H](CCCC1)O)C)F 5-(difluoromethoxy)-2-(3-{[(1R,2R)-2-hydroxycyclohexyl]amino}-5-methyl-1,2,4-triazin-6-yl)phenol